NC(=O)C=1C=C(C=C(C1)F)B(O)O 3-(AMINOCARBONYL)-5-FLUOROBENZENEBORONIC ACID